(1R,6S,8R,9R,15R,17R,18S)-8,17-Bis(6-amino-9H-purin-9-yl)-18-fluoro-3,12-dihydroxy-2,4,11,13,16-pentaoxa-3λ5,12λ5-diphosphatricyclo[13.3.0.06,9]octadecan-3,12-dithion NC1=C2N=CN(C2=NC=N1)[C@@H]1C[C@@H]2COP(O[C@H]3[C@@H]([C@@H](O[C@@H]3COP(OC[C@@H]12)(=S)O)N1C2=NC=NC(=C2N=C1)N)F)(=S)O